C(C)(C)(C)C1=CC(=NN1[C@H]1CN(CC1)CCOC)NC=1N(C=2C(=NC=C(C2)OC2=CC(=NC=C2)NC(=O)C2CC2)N1)C (R)-N-(4-((2-((5-(tert-butyl)-1-(1-(2-methoxyethyl)pyrrolidin-3-yl)-1H-pyrazol-3-yl)amino)-1-methyl-1H-imidazo[4,5-b]pyridin-6-yl)oxy)pyridin-2-yl)cyclopropanecarboxamide